FC(C1(CCC1)NN)(F)F (1-(Trifluoromethyl)cyclobutyl)hydrazine